C1=C(C=CC2=CC=CC=C12)NC(CCCCCCC(C)=O)=O N-2-naphthyl-8-oxononanamide